N1C=C(C2=CC=CC=C12)C=1N=C(SC1)C(C(=O)O)CC=O (4-(1H-indol-3-yl)thiazol-2-yl)-4-oxobutanoic acid